5-(4-((3-ethyl-2-oxo-1,2,3,4-tetrahydropyrido[3,2-d]pyrimidin-7-yl)methyl)piperazin-1-yl)-N-methylpicolinamide C(C)N1C(NC2=C(C1)N=CC(=C2)CN2CCN(CC2)C=2C=CC(=NC2)C(=O)NC)=O